O=C1S\C(\C(N1)=O)=C/C1=CC=C(OC2CCC(CC2)NC(OC(C)(C)C)=O)C=C1 tert-butyl ((1r,4r)-4-{4-[(Z)-(2,4-dioxothiazolidin-5-ylidene)methyl]phenoxy}cyclohexyl)carbamate